C(CCCCC)C1=CC=C(S1)B(O)O 5-HEXYLTHIOPHENE-2-BORONIC ACID